C1(CC1)C([C@H](NC(=O)C1=CC=NN1CC)C=1N=C2N(N=CC(=C2)CC2(C(N[C@@H](C2)C(F)(F)F)=O)C(=O)OC)C1)C1CC1 methyl (5S)-3-((2-((S)-2,2-dicyclopropyl-1-(1-ethyl-1H-pyrazole-5-carboxamido)ethyl)imidazo[1,2-b]pyridazin-7-yl)methyl)-2-oxo-5-(trifluoromethyl)pyrrolidine-3-carboxylate